C(CCC)[Si](C=1C=C(C=CC1)P(N(P(C1=CC=C(C=C1)[Si](CCCC)(CCCC)CCCC)C1=CC=C(C=C1)[Si](CCCC)(CCCC)CCCC)C1CCCCCC1)C1=CC(=CC=C1)[Si](CCCC)(CCCC)CCCC)(CCCC)CCCC N-(bis(3-(tributylsilyl)phenyl)phosphaneyl)-N-cycloheptyl-1,1-bis(4-(tributylsilyl)phenyl)phosphanamine